NC=1C2=C(N=CN1)C(=NN2)NCC(CN2CC1=CC=CC=C1CC2)O ((7-amino-1H-pyrazolo[4,3-d]pyrimidin-3-yl)amino)-3-(3,4-dihydroisoquinolin-2(1H)-yl)propan-2-ol